F[C@@H]1[C@@H](C(CNC1)(C)C)O (4R,5S)-5-fluoro-4-hydroxy-3,3-dimethylpiperidin